[N+](=O)(O[C@@H]1CO[C@H]2[C@@H]1OC[C@@H]2OCCO[Si](C2=CC=CC=C2)(C2=CC=CC=C2)C(C)(C)C)[O-] [(3S,3aR,6R,6aS)-3-[2-[tert-butyl(diphenyl)silyl]oxyethoxy]-2,3,3a,5,6,6a-hexahydrofuro[3,2-b]furan-6-yl] nitrate